CC1(CCNCC1)C1=NOCC(O1)CN1CCNC(CC1)C(F)(F)F rac-3-(4-methylpiperidin-4-yl)-5-((5-(trifluoromethyl)-1,4-diazepan-1-yl)methyl)-5,6-dihydro-1,4,2-dioxazine